C(C=C)OC1=C(C=O)C=CC(=C1)Br 2-(allyloxy)-4-bromobenzaldehyde